methyl benzoate (methyl formate) CC(=O)O.C(C1=CC=CC=C1)(=O)OC